1-propyl-2-methylimidazolium chloride salt [Cl-].C(CC)N1C(=[NH+]C=C1)C